FC1=C(C(=CC(=C1)NCCNCCO)F)N1C(N(C=2N=CC(=CC2C=2C=CC(=CC12)C#N)F)CCC)=O 10-[2,6-difluoro-4-({2-[(2-hydroxyethyl)amino]ethyl}amino)phenyl]-4-fluoro-9-oxo-8-propyl-6,8,10-triazatricyclo[9.4.0.02,7]pentadeca-1(11),2(7),3,5,12,14-hexaene-13-carbonitrile